ClC=1C(NN=C(C1)N1[C@@H](COCC1)C)CNC(=O)C1=CC=NN1 N-((4-chloro-6-((R)-3-methylmorpholino)-2,3-dihydropyridazin-3-yl)methyl)-1H-pyrazole-5-carboxamide